3-(4-Methoxyphenyl)-N-(4-methyl-3-(pyridin-4-yl)-1H-pyrazol-5-yl)propanamide COC1=CC=C(C=C1)CCC(=O)NC1=C(C(=NN1)C1=CC=NC=C1)C